C1(CCCCC1)CCN1CCNCC1 1-(2-cyclohexylethyl)piperazine